1-methyl-N-((S)-1-((1r,4S)-4-methylcyclohexyl)-2-oxo-2-((4-(tetrahydro-2H-pyran-4-yl)phenyl)amino)ethyl)-1H-pyrazole-5-carboxamide CN1N=CC=C1C(=O)N[C@H](C(NC1=CC=C(C=C1)C1CCOCC1)=O)C1CCC(CC1)C